2-(6-(6-((6-(furan-2-yl)pyridin-3-yl)methyl)-3,6-diazabicyclo[3.1.1]heptane-3-yl)pyridin-3-yl)-6-methyl-N-(5-methyl-1H-pyrazol-3-yl)pyrimidin-4-amine O1C(=CC=C1)C1=CC=C(C=N1)CN1C2CN(CC1C2)C2=CC=C(C=N2)C2=NC(=CC(=N2)NC2=NNC(=C2)C)C